isopropyl (E)-4-(2-butoxyvinyl)-2-chloropyridine-5-carboxylate C(CCC)O/C=C/C1=CC(=NC=C1C(=O)OC(C)C)Cl